NC(C(CCC(=O)OC(C)(C)C)N1C(C2=CC=C(C=C2C1)C=1N=C(N(C1)C)C1CCC(CC1)C(F)(F)F)=O)=O tert-butyl 5-amino-4-[5-[1-methyl-2-[4-(trifluoromethyl)cyclohexyl]imidazol-4-yl]-1-oxo-isoindolin-2-yl]-5-oxo-pentanoate